5-(4-(4-pyrrolidin-1-ylpiperidinyl)phenyl)-1H-1,2,4-triazole-3,5-diamine N1(CCCC1)C1CCN(CC1)C1=CC=C(C=C1)C1(N=C(NN1)N)N